4-ethoxy-1,1,1-trifluorobutane C(C)OCCCC(F)(F)F